FC1=C(C=CC(=C1)O)C1CCN(CC1)C1=CC(=C(C#N)C=C1)C(F)(F)F 4-[4-(2-fluoro-4-hydroxyphenyl)piperidin-1-yl]-2-(trifluoromethyl)benzonitrile